tert-Butyl 2-[1-[6-methyl-4-oxo-2-(1-tetrahydropyran-2-ylpyrazolo[3,4-b]pyridin-6-yl)chromen-8-yl]ethylamino]benzoate CC=1C=C2C(C=C(OC2=C(C1)C(C)NC1=C(C(=O)OC(C)(C)C)C=CC=C1)C1=CC=C2C(=N1)N(N=C2)C2OCCCC2)=O